CS(=O)(=O)OC1(CC1)COC=1C=C2CCN3[C@@H](C2=CC1OC)C[C@H]([C@@H](C3)CC(C)(C)C)O 1-({[(2R,3R,11bR)-3-(2,2-dimethylpropyl)-2-hydroxy-10-methoxy-1H,2H,3H,4H,6H,7H,11bH-pyrido[2,1-a]isoquinolin-9-yl]oxy}methyl)cyclopropyl methanesulfonate